C(C)(=O)O[C@H](C[C@H](C(C)C)N(C([C@H]([C@H](CC)C)NC(=O)[C@@H]1N(CCCC1)C)=O)CCCCCC)C=1SC=C(N1)C(=O)O 2-((1R,3R)-1-Acetoxy-3-((2S,3S)-N-hexyl-3-methyl-2-((R)-1-methylpiperidine-2-carboxamido)pentanamido)-4-methylpentyl)thiazole-4-carboxylic acid